OC(C)(C#C)C1=CNC(C2=CC=3C=CN=C(C3C=C21)OC[C@H]2NC(CC2)=O)=O 4-(2-Hydroxybut-3-yn-2-yl)-6-(((S)-5-oxopyrrolidin-2-yl)methoxy)pyrido[3,4-g]isoquinolin-1(2H)-one